FC(OC1=CC=C(C=N1)C1=CN=CC(=N1)C(=O)N/N=C/C=1C=NC=C(C1)OC)F (E)-6-(6-(difluoromethoxy)pyridin-3-yl)-N'-((5-methoxypyridin-3-yl)methylene)pyrazine-2-carbohydrazide